N-(5-(3,5-difluorobenzyl)-1H-indazol-3-yl)-4-(5-methylhexahydropyrrolo[3,4-c]pyrrol-2(1H)-yl)-2-((tetrahydro-2H-pyran-4-yl)amino)benzamide FC=1C=C(CC=2C=C3C(=NNC3=CC2)NC(C2=C(C=C(C=C2)N2CC3CN(CC3C2)C)NC2CCOCC2)=O)C=C(C1)F